5-[1-(2H3)-Methyl-1H-pyrazol-4-yl]-2-[3-(2,2,6,6-tetramethylpiperidin-4-yl)-3H-[1,2,3]triazolo[4,5-c]pyridazin-6-yl]phenol C(N1N=CC(=C1)C=1C=CC(=C(C1)O)C1=CC2=C(N=N1)N(N=N2)C2CC(NC(C2)(C)C)(C)C)([2H])([2H])[2H]